Methyl 5-[3-[4-[3-[tert-butoxycarbonyl(methyl)amino]prop-1-ynyl]-2-fluoro-phenoxy]propyl]-2-[[5-[tert-butyl(dimethyl)silyl]oxy-4-methoxy-pentyl]amino]thiazole-4-carboxylate C(C)(C)(C)OC(=O)N(CC#CC1=CC(=C(OCCCC2=C(N=C(S2)NCCCC(CO[Si](C)(C)C(C)(C)C)OC)C(=O)OC)C=C1)F)C